benzyl (S)-2-(((3-chloropyrazin-2-yl)methyl)carbamoyl)pyrrolidine-1-carboxylate ClC=1C(=NC=CN1)CNC(=O)[C@H]1N(CCC1)C(=O)OCC1=CC=CC=C1